3-cyclopropyl-6'-(((1S,3S)-3-((5-(difluoromethoxy)pyrimidin-2-yl)-amino)cyclopentyl)amino)-2H-[1,3'-bipyridine]-2-one C1(CC1)C=1C(N(C=CC1)C=1C=NC(=CC1)N[C@@H]1C[C@H](CC1)NC1=NC=C(C=N1)OC(F)F)=O